COC1=C(C=C(C=C1)C1=NN=C(S1)N)C (4-methoxy-3-methylphenyl)-1,3,4-thiadiazol-2-amine